1-(9Z-hexadecenoyl)-2-acetyl-sn-glycero-3-phosphocholine CCCCCC/C=C\CCCCCCCC(=O)OC[C@H](COP(=O)([O-])OCC[N+](C)(C)C)OC(=O)C